trans-4-(((trans-4-(6-Cyano-5-methoxypyridin-2-yl)cyclohexyl)methyl)(4-(2-cyclopropylthiazol-5-yl)pyridin-2-yl)carbamoyl)cyclohexyl 3-hydroxyazetidine-1-carboxylate OC1CN(C1)C(=O)O[C@@H]1CC[C@H](CC1)C(N(C1=NC=CC(=C1)C1=CN=C(S1)C1CC1)C[C@@H]1CC[C@H](CC1)C1=NC(=C(C=C1)OC)C#N)=O